[Sn+4].[O-2].[Zn+2].[Al+3] aluminum zinc oxide Tin